1-cyclobutyl-N-[2-(2,6-dioxopiperidin-3-yl)-1-oxo-3H-isoindol-5-yl]pyrazolo[3,4-b]pyrazine-5-carboxamide C1(CCC1)N1N=CC=2C1=NC=C(N2)C(=O)NC=2C=C1CN(C(C1=CC2)=O)C2C(NC(CC2)=O)=O